C(=O)(OC(C)(C)C)N1C(CC(CC1C)=O)C N-Boc-2,6-dimethylpiperidin-4-one